(5S,8S,11S)-methyl 8-(cyclopropylmethyl)-5-(naphthalen-1-ylmethyl)-3,6,9-trioxo-11-(((S)-2-oxopyrrolidin-3-yl)methyl)-1-phenyl-2-oxa-4,7,10-triazadodecan-12-oate C1(CC1)C[C@H](NC([C@@H](NC(OCC1=CC=CC=C1)=O)CC1=CC=CC2=CC=CC=C12)=O)C(N[C@H](C(=O)OC)C[C@H]1C(NCC1)=O)=O